ClC1=CC(=C(C=C1)CCCNC(OC(C)(C)C)=O)NC(NCC=1C=C2CN(C(C2=CC1)=O)C1C(NC(CC1)=O)=O)=O tert-butyl N-[3-[4-chloro-2-[[2-(2,6-dioxo-3-piperidyl)-1-oxo-isoindolin-5-yl]methylcarbamoylamino]phenyl]propyl]carbamate